3-((8-chloro-1-(2,6-dichlorophenyl)-4-oxo-2-((phosphonooxy) methyl)-1,4-dihydro-1,6-naphthyridin-5-yl) oxy)-2-hydroxypropyl 2,2,2-trifluoroacetate FC(C(=O)OCC(COC1=C2C(C=C(N(C2=C(C=N1)Cl)C1=C(C=CC=C1Cl)Cl)COP(=O)(O)O)=O)O)(F)F